F[C@@H](C1(COC1)C=1C=C(C=CC1)N1C(C2=CC(=CC(=C2C1)C(F)(F)F)CN1CC(C1)S(=O)(=O)C)=O)C1=NN=CN1C (S)-2-(3-(3-(fluoro(4-methyl-4H-1,2,4-triazol-3-yl)methyl)oxetan-3-yl)phenyl)-6-((3-(methylsulfonyl)azetidin-1-yl)methyl)-4-(trifluoromethyl)isoindolin-1-one